ClC(C=O)CC=1C=C2C=C(C=NC2=CC1)C=1C=NN(C1)C 2-chloro-3-(3-(1-methyl-1H-pyrazol-4-yl)quinolin-6-yl)propanal